5-hydroxy-7,8,2,3-tetramethylflavone OC1=C2C(C(C(OC2=C(C(=C1)C)C)(C1=CC=CC=C1)C)C)=O